N1NCNC2=C1CCN(C2)C(CC(CC)C)=O 1-(1,3,4,5,7,8-hexahydropyrido[3,4-e][1,2,4]triazin-6(2H)-yl)-3-methyl-1-oxopentan